(2-(dinonylaminoethyl)(nonyl)amino)ethan-1-ol dimethyl-2-(4-bromo-2-pyridyl)-2-[1-(2,2-difluoro-1,3-benzodioxol-5-yl)ethyl]propanedioate CC(C(C1=CC2=C(OC(O2)(F)F)C=C1)C(C(=O)O)(C(=O)O)C1=NC=CC(=C1)Br)C.C(CCCCCCCC)N(CCCCCCCCC)CCC(CNC(C)O)CCCCCCC